N(=NC(C[NH-])(CC)C)C(C[NH-])(CC)C 2,2'-azobis(2-methylbutylamide)